trans-diiodo(N-cyclohexylamine) platinum [Pt].IN(C1CCCCC1)I